dihydro-1'H,3'H-spiro[cyclopropane-1,2'-pyrrolizine]-7a'(5'H)-carboxylic acid methyl ester COC(=O)C12CCCN2CC2(C1)CC2